4-(1-(3-(1-(azetidin-1-yl)ethyl)-2-chlorophenyl)-1H-imidazol-4-yl)-N-(1-(methylsulfonyl)piperidin-4-yl)-5-(trifluoromethyl)pyrimidin-2-amine N1(CCC1)C(C)C=1C(=C(C=CC1)N1C=NC(=C1)C1=NC(=NC=C1C(F)(F)F)NC1CCN(CC1)S(=O)(=O)C)Cl